FC=1C=C2C=C(NC2=CC1F)C(=O)O 5,6-difluoro-1H-indole-2-carboxylic acid